FC1=NC(=CC=C1N1CCC(=CC1)CC1=CC=C2C(N(C(NC2=C1)=O)C)=S)C(=O)NC 2'-fluoro-N-methyl-4-((3-methyl-2-oxo-4-thioxo-1,2,3,4-tetrahydroquinazolin-7-yl)methyl)-3,6-dihydro-2H-[1,3'-bipyridine]-6'-carboxamide